3-(N-METHYLAMINO)-L-ALANINE CNC[C@H](N)C(=O)O